[K+].C(CCCCCCC\C=C/CCCCCCCC)N[C@@H](CC(=O)O)C(=O)[O-] N-(oleyl)aspartic acid, monopotassium salt